NC=1SC=2CCC=NC2N1 2-amino-6,7-dihydrothiazolo[5,4]pyridin